dichloro(tricyclohexylphosphorus) ruthenium [Ru].ClP(C1CCCCC1)(C1CCCCC1)(C1CCCCC1)Cl